5-(1-(8-benzyl-3,8-diazabicyclo[3.2.1]oct-2-yl)-2,2-difluoroethoxy)-7-chloro-8-fluoro-2-(methylthio)pyrido[4,3-d]pyrimidin-4(3H)-one C(C1=CC=CC=C1)N1C2C(NCC1CC2)C(C(F)F)OC2=NC(=C(C=1N=C(NC(C12)=O)SC)F)Cl